(E)-7-(3-(2-methylenenaphthyl)-2,5-dioxopyrrolidinyl)heptanoate C=C1C(C2=CC=CC=C2C=C1)C1C(N(C(C1)=O)CCCCCCC(=O)[O-])=O